ClC=1C(=C(C=CC1)NC1=C(NC2=C1C(NCC2)=O)C2=NC(=NC=C2)NC=2N(N=NC2)CS(=O)(=O)C)OC 3-[(3-chloro-2-methoxyphenyl)amino]-2-(2-{[3-(methanesulfonylmethyl)-1,2,3-triazol-4-yl]amino}pyrimidin-4-yl)-1H,5H,6H,7H-pyrrolo[3,2-c]pyridin-4-one